C(C)OP(=O)(OCC)C(=O)C=1C=C2C=C(NC2=CC1)C(=O)OC1=C(C(=C(C(=C1F)F)F)F)F Perfluorophenyl 5-((diethoxyphosphoryl) carbonyl)-1H-indole-2-carboxylate